N(=C=O)CC1(CCCCC1)C isocyanatomethyl-1-methylcyclohexane